CNC(C(Cl)(Cl)Cl)=O N-methyl-trichloroacetamide